5,7-dibromothieno[2,3-C]pyridine BrC=1C=C2C(=C(N1)Br)SC=C2